ClC=1C(=CC(=C(C1)C1=NNC=C1C1=NC2=CC=CN=C2C=C1)F)F 2-[3-(5-chloro-2,4-difluoro-phenyl)-1H-pyrazol-4-yl]-1,5-naphthyridine